(S or R)-5-(((S)-4-(cyclopropylethynyl)-4-(1,1-difluoroethyl)-6-fluoro-2-oxo-1,2,3,4-tetrahydroquinazolin-7-yl)methyl)-1-methylimidazolidine-2,4-dione C1(CC1)C#C[C@@]1(NC(NC2=CC(=C(C=C12)F)C[C@H]1C(NC(N1C)=O)=O)=O)C(C)(F)F |o1:17|